tert-butyl 2-(1-(4-(4-bromobutanamido)-2-isopropylphenyl)-5-(2,6-dimethoxyphenyl)-1H-pyrazole-3-carboxamido)adamantane-2-carboxylate BrCCCC(=O)NC1=CC(=C(C=C1)N1N=C(C=C1C1=C(C=CC=C1OC)OC)C(=O)NC1(C2CC3CC(CC1C3)C2)C(=O)OC(C)(C)C)C(C)C